COC(C=C(CCC=C(C)C)C)OC 1,1-dimethoxy-3,7-dimethyloct-2,6-diene